N=1C=CN2C1CN(CC2)C=2C=C1CCN(C(C1=CC2)=O)C[C@@H](CN2CC1=CC=CC=C1CC2)O 6-(6,8-dihydro-5H-imidazo[1,2-a]pyrazin-7-yl)-2-[(2R)-3-(3,4-dihydro-1H-isoquinoline-2-yl)-2-hydroxy-propyl]-3,4-dihydroisoquinolin-1-one